C(C)N1N(C2=NC(=NC=C2C1=O)NC=1C=NN(C1)C)C1=NC(=CC=C1)OC1CCN(CC1)C 2-ethyl-6-[(1-methyl-1H-pyrazol-4-yl)amino]-1-{6-[(1-methylpiperidin-4-yl)oxy]pyridin-2-yl}-1H,2H,3H-pyrazolo[3,4-d]pyrimidin-3-one